BrC=1C=CC(=NC1)N1CC2(CN(C2)C(=O)OC(C)(C)C)C1 tert-butyl 6-(5-bromopyridin-2-yl)-2,6-diazaspiro[3.3]heptane-2-carboxylate